CN1N=C(C2=CC=CC=C12)N methyl-1H-indazol-3-amine